1-(2,2-dimethyl-1-phenylcyclopropyl)methanamine CC1(C(C1)(C1=CC=CC=C1)CN)C